CC1=NC2=CC=CC=C2C(=C1)NC(=O)C=1C=2C[C@@H]3[C@H](C2N(N1)C1=C(C=C(C=C1)F)F)C3 (1aR,5aR)-2-(2,4-Difluoro-phenyl)-1a,2,5,5a-tetrahydro-1H-2,3-diaza-cyclopropa[a]pentalene-4-carboxylic acid (2-methyl-quinolin-4-yl)-amide